O[C@@H]1CNCC[C@H]1CNC1=NC=CC(=N1)C1=NC=2N(C=C1)N=CC2 trans-5-[2-(3-hydroxypiperidin-4-yl)methylaminopyrimidin-4-yl]pyrazolo[1,5-a]pyrimidine